CC1(CCC1)NS(=O)(=O)C1=CC=C(C=C1)C1=CC=CC=C1 N-(1-methylcyclobutyl)-[1,1'-biphenyl]-4-sulfonamide